C(C1=CC=CC=C1)(=O)[C@@]([C@@](C(=O)O)(O)C(C1=CC=CC=C1)=O)(O)C(=O)O.CN1CC([C@H](CC1)C1=C(C=C(C=C1OC)OC)OC)=O (R)-1-methyl-4-(2,4,6-trimethoxyphenyl)piperidin-3-one (+)-dibenzoyl-D-tartrate